C(C)(C)(C)OC(=O)N1[C@@H](CC(C1)(F)F)C(=O)O (S)-1-(tert-butoxycarbonyl)-4,4-difluoropyrrolidine-2-carboxylic acid